2-((5-(2-((3S,5S)-6-(ethyl-(methyl)amino)-5-hydroxy-2-methylhex-3-yl)-2,6-diazaspiro[3.4]oct-6-yl)-1,2,4-triazin-6-yl)oxy)-5-fluoro-N,N-diisopropylbenzamide C(C)N(C[C@H](C[C@@H](C(C)C)N1CC2(C1)CN(CC2)C=2N=CN=NC2OC2=C(C(=O)N(C(C)C)C(C)C)C=C(C=C2)F)O)C